(S)-2-((4-(2-(4-Chloro-2-fluorophenyl)-2,3-dihydrobenzo[b][1,4]dioxin-5-yl)piperidin-1-yl)methyl)-4-methoxy-1-methyl-1H-benzo[d]imidazole-6-carboxylic acid ClC1=CC(=C(C=C1)[C@H]1COC2=C(O1)C=CC=C2C2CCN(CC2)CC2=NC1=C(N2C)C=C(C=C1OC)C(=O)O)F